CN1C(=NC2=C1C=CC=C2)C2=NC(=CC=C2)C2=NC1=C(N2C)C=CC=C1 2,6-bis(1-methylbenzimidazol-2-yl)pyridine